FC(C(=O)N(CCC[Si](CCCNC(C(F)(F)F)=O)(C1=CC=C(C=C1)[Si](CCCN(C(C(F)(F)F)=O)C(C(F)(F)F)=O)(CCCN(C(C(F)(F)F)=O)C(C(F)(F)F)=O)CCCN(C(C(F)(F)F)=O)C(C(F)(F)F)=O)CCCN(C(C(F)(F)F)=O)C(C(F)(F)F)=O)C(C(F)(F)F)=O)(F)F N-{3-[bis-[3-(bis-(2,2,2-trifluoro-acetyl)-amino)-propyl]-(4-{tris-[3-(Bis-(2,2,2-trifluoro-acetyl)-amino)-propyl]-silanyl}-phenyl)-silanyl]-propyl}-2,2,2-trifluoro-acetamide